ClC1=C2C=NNC2=CC=C1NC1=NN=C(O1)C=1C=C(C=CC1)NC(=O)C=1C=NN(C1)C N-(3-(5-((4-chloro-1H-indazol-5-yl)amino)-1,3,4-oxadiazol-2-yl)phenyl)-1-methyl-1H-pyrazole-4-carboxamide